O.NC=1NC(C=2N=CN(C2N1)[C@@H]1C([C@@H]([C@H](C1)O)CO)=C)=O 2-amino-9-[(1S,3R,4S)-4-hydroxy-3-hydroxymethyl-2-methylenecyclopentyl]-1,9-dihydro-6H-purin-6-one monohydrate